C1=CSC(C2=CC=C(C3=CC=CS3)S2)=C1 alpha-Terthienyl